trans-2-((4-(4-(4-chlorophenyl)-5-(trifluoromethyl)-4H-1,2,4-triazol-3-yl)cyclohexyl)oxy)pyridine ClC1=CC=C(C=C1)N1C(=NN=C1C(F)(F)F)[C@@H]1CC[C@H](CC1)OC1=NC=CC=C1